BrC=1C=C2C(N=C3N(C2=CC1)CCC3=CC3=CC(=C(C(=C3)OC)O)OC)=O 7-bromo-3-(4-hydroxy-3,5-dimethoxybenzylidene)-2,3-dihydropyrrolo[1,2-a]quinazolin-5(1H)-one